(R)-8-(4-fluoro-1H-indole-2-carbonyl)-N-((S)-4-fluoro-3-oxo-1-((S)-2-oxopyrrolidin-3-yl)butan-2-yl)-5-oxa-8-azaspiro[3.5]nonane-9-carboxamide FC1=C2C=C(NC2=CC=C1)C(=O)N1CCOC2(CCC2)[C@@H]1C(=O)N[C@@H](C[C@H]1C(NCC1)=O)C(CF)=O